(S)-3',5',7-trihydroxyflavanone OC=1C=C([C@H]2OC3=CC(=CC=C3C(C2)=O)O)C=C(C1)O